C(C)(C)[C@H]1COCCN1C[C@@H](C)[C@H]1CC[C@H]2\C(\CCC[C@]12C)=C\C=C1C[C@H](C[C@@H](C1)O)O (1R,3R)-5-(2-((1R,3aS,7aR,E)-1-((S)-1-((S)-3-isopropylmorpholino)propan-2-yl)-7a-methyl-octahydro-4H-inden-4-ylidene)ethylidene)cyclohexane-1,3-diol